Cl.C(C1=CC=CC=C1)OC(=O)N1CCC(CC1)C[C@@H](C(=O)NC1=CC(=C(C=C1)SCC1=CC=CC=C1)OC)N (S)-4-(2-amino-3-((4-(benzylthio)-3-methoxyphenyl)amino)-3-oxopropyl)piperidine-1-carboxylic acid benzyl ester hydrochloride